6-bromo-8-fluoro-4-methyl-quinazoline BrC=1C=C2C(=NC=NC2=C(C1)F)C